1-[(2R,4R)-2-methyltetrahydro-2H-pyran-4-yl]-2-[(1-methyl-1H-1,2,3-triazol-4-yl)methyl]-8-(trifluoromethyl)-1H-imidazo[4,5-c]quinoline C[C@H]1OCC[C@H](C1)N1C(=NC=2C=NC=3C=CC(=CC3C21)C(F)(F)F)CC=2N=NN(C2)C